F[C@H]1[C@@]2(CC[C@](C[C@H]1OC1=CC=C(N=N1)C=1C=C3C=CN(C(C3=CC1O)=O)C)(N2)C)C 6-(6-(((1s,2s,3r,5r)-2-fluoro-1,5-dimethyl-8-azabicyclo[3.2.1]oct-3-yl)oxy)pyridazin-3-yl)-7-hydroxy-2-methylisoquinolin-1(2H)-one